methyl 3,5-di-tert-butyl-2-hydroxybenzoate C(C)(C)(C)C=1C(=C(C(=O)OC)C=C(C1)C(C)(C)C)O